(E)-2-(3-Cyano-4-isobutoxyphenyl)-4-methyl-N'-((5-nitrofuran-2-yl)methylene)thiazole-5-carbohydrazide C(#N)C=1C=C(C=CC1OCC(C)C)C=1SC(=C(N1)C)C(=O)N/N=C/C=1OC(=CC1)[N+](=O)[O-]